tert-butyl-(2R,5S)-5-[2-(4-chloro-3-fluoro-phenoxy)acetamido]-2-[6-(trifluoro-methoxy)-1,3-benzoxazol-2-yl]piperidine 6-chlorouridine-5'-triphosphate P(O)(=O)(OP(=O)(O)OP(=O)(O)O)OC[C@@H]1[C@H]([C@H]([C@@H](O1)N1C(=O)NC(=O)C=C1Cl)O)O.C(C)(C)(C)N1[C@H](CC[C@@H](C1)NC(COC1=CC(=C(C=C1)Cl)F)=O)C=1OC2=C(N1)C=CC(=C2)OC(F)(F)F